C(C)OC(=O)C=1C=NC2=CC(=C(N=C2C1)OC)C1OCCC1 6-methoxy-7-(oxolane-2-yl)-1,5-naphthyridine-3-carboxylic acid ethyl ester